(3S)-3-({N-[(4-methoxy-1H-indol-2-yl)carbonyl]-L-leucyl}amino)-2-oxo-4-[(3S)-2-oxopyrrolidin-3-yl]butyl dihydrogen phosphate hydrate O.P(=O)(OCC([C@H](C[C@H]1C(NCC1)=O)NC([C@@H](NC(=O)C=1NC2=CC=CC(=C2C1)OC)CC(C)C)=O)=O)(O)O